C(C)(C)(C)OC(=O)N1N=C(C=2C1=CN=C(C2)Br)N 3-amino-5-bromo-1H-pyrazolo[3,4-c]Pyridine-1-carboxylic acid tert-butyl ester